cis-nonadeca-7-en-11-one CCCCCC\C=C/CCC(CCCCCCCC)=O